[Cr].C(C)(C)C1=C(C(C(=O)O)=CC(=C1)C(C)C)O 3,5-Diisopropyl-salicylic acid chromium